ClC=1C=C2CCC(C2=CC1)=C 5-chloro-1-methylene-2,3-dihydro-1H-indene